5-(tert-butyl)-N-(2-methyl-4-(6-(piperazin-1-yl)pyrrolo[2,1-f][1,2,4]triazin-4-yl)benzyl)-1,2,4-oxadiazole-3-carboxamide C(C)(C)(C)C1=NC(=NO1)C(=O)NCC1=C(C=C(C=C1)C1=NC=NN2C1=CC(=C2)N2CCNCC2)C